methyl 2-(2,2-difluoro-1'-oxo-6'-vinyl-1'H-spiro[cyclopropane-1,4'-isoquinolin]-2'(3'H)-yl)acetate FC1(CC12CN(C(C1=CC=C(C=C21)C=C)=O)CC(=O)OC)F